CCCCCCCC/C=C\\CCCCCCCC(=O)NCCOP(=O)(O)OC[C@@H](COC(=O)CCCCCCC/C=C\\CCCCCCCC)OC(=O)CCCCCCC/C=C\\CCCCCCCC The molecule is an N-acylphosphatidylethanolamine in which the N-acyl group and the phosphatidyl acyl groups are specified as oleoyl (9Z-octadecenoyl). It is a N-acylphosphatidylethanolamine and a N-oleoyl-1,2-diacyl-sn-glycero-3-phosphoethanolamine. It derives from an oleic acid. It is a conjugate acid of a N,1,2-trioleoyl-sn-glycero-3-phosphoethanolamine(1-).